NC1=NN(C=C1C(=O)N)[C@@H]1COCC[C@H]1C#N 3-amino-1-(trans-4-cyanotetrahydropyran-3-yl)pyrazole-4-carboxamide